ClC1=C(C=CC=C1Cl)N1C(=NC(=C(C1=O)C)O)SC 3-(2,3-dichlorophenyl)-6-hydroxy-5-methyl-2-(methylsulfanyl)-3,4-dihydropyrimidin-4-one